(S)-Methyl 3-methyl-2-oxoimidazolidine-4-carboxylate CN1C(NC[C@H]1C(=O)OC)=O